2-[6-[3-(Difluoromethyl)-4-fluoro-phenyl]-3-methyl-pyrazolo[4,3-b]pyridin-1-yl]-N,N-dimethyl-acetamide FC(C=1C=C(C=CC1F)C=1C=C2C(=NC1)C(=NN2CC(=O)N(C)C)C)F